8-nitro-2,3,5,6-tetrahydro-1H-pyrazino[1,2-a]quinolin [N+](=O)([O-])C=1C=C2CCC=3N(C2=CC1)CCNC3